(3',6'-bis(diethylamino)-3-oxospiro[isoindoline-1,9'-xanthen]-2-yl)carbamic acid tert-butyl ester C(C)(C)(C)OC(NN1C(C2=CC=CC=C2C12C1=CC=C(C=C1OC=1C=C(C=CC21)N(CC)CC)N(CC)CC)=O)=O